4,5-dioxane C1CCOOC1